arsenic-bismuth [Bi].[As]